(2-(4-chloro-1H-pyrrolo[2,3-b]pyridin-1-yl)phenyl)carbamic acid tert-butyl ester C(C)(C)(C)OC(NC1=C(C=CC=C1)N1C=CC=2C1=NC=CC2Cl)=O